(2S)-2-(2-{[(4S)-5-tert-butoxy-4-{[4-chloro-3-(trifluoromethyl)benzene-1-sulfonyl]amino}-5-oxopentanoyl]amino}acetamido)-3-(pyridin-4-yl)propanoic acid C(C)(C)(C)OC([C@H](CCC(=O)NCC(=O)N[C@H](C(=O)O)CC1=CC=NC=C1)NS(=O)(=O)C1=CC(=C(C=C1)Cl)C(F)(F)F)=O